COC1=CC=C(C=C1C1=C(C=CC=C1C)C)C=1NC(=C([N+]1[O-])C(NC1=CC(=CC=C1)C(=O)N1CCCCC1)=O)C 2-(6-methoxy-2',6'-dimethyl-[1,1'-biphenyl]-3-yl)-5-methyl-4-((3-(piperidine-1-carbonyl)phenyl)carbamoyl)-1H-imidazole 3-oxide